FC1(CCC(CC1)NC1=NC(=NC(=C1)N1CCOCC1)N1N=C(C=C1)OC)F N-(4,4-difluorocyclohexyl)-2-(3-methoxy-1H-pyrazol-1-yl)-6-morpholinopyrimidin-4-amine